BrC1=CC(=C(C=C1)NC(=O)C1CCC(CC1)(F)F)NC[C@H](C)OC (S)-N-(4-bromo-2-((2-methoxypropyl)amino)phenyl)-4,4-difluorocyclohexane-1-carboxamide